1-(4-(4-((3,4-Dichloro-2-fluorophenyl)amino)quinazolin-6-yl)hexahydropyrrolo[3,2-b]pyrrol-1(2H)-yl)prop-2-en-1-one ClC=1C(=C(C=CC1Cl)NC1=NC=NC2=CC=C(C=C12)N1CCC2N(CCC21)C(C=C)=O)F